ClC1(NC=CC=N1)C(=O)OCC ethyl 2-chloropyrimidineformate